2-(2-Aminoacetamido)-3-[2-(trifluoromethyl)benzoyl]-4H,5H,6H-cyclopenta[b]thiophene-5-carboxylic acid methyl ester COC(=O)C1CC2=C(SC(=C2C(C2=C(C=CC=C2)C(F)(F)F)=O)NC(CN)=O)C1